(R)-8-(5-((5-((5-bromo-2-nitrophenyl)amino)-4-methylpentyl)oxy)-1-methyl-1H-pyrazol-4-yl)imidazo[1,2-a]Pyridine-6-carboxylic acid methyl ester COC(=O)C=1C=C(C=2N(C1)C=CN2)C=2C=NN(C2OCCC[C@H](CNC2=C(C=CC(=C2)Br)[N+](=O)[O-])C)C